3-[({5-chloro-7-oxo-7,8-dihydro-6H-spiro[[1,3]oxazolo[5,4-f]quinazoline-9,1'-cyclohexan]-2-yl}methyl)(methyl)amino]-N,N-dimethylpropanamide ClC=1C=C2C(=C3C1NC(NC31CCCCC1)=O)OC(=N2)CN(CCC(=O)N(C)C)C